2-(2-methyl-2H-indazol-5-yl)-7-(piperidin-4-yl)-4H-pyrimido[1,2-b]pyridazin-4-one CN1N=C2C=CC(=CC2=C1)C=1N=C2N(N=C(C=C2)C2CCNCC2)C(C1)=O